N1(CCC1)C(=O)N1C[C@@](CC1)(OC)C=1C=C2C(=CC=NC2=CC1)N[C@H](C)C1=C(C(=CC=C1)C(F)F)F azetidin-1-yl((S)-3-(4-(((R)-1-(3-(difluoromethyl)-2-fluorophenyl)ethyl)amino)quinolin-6-yl)-3-methoxypyrrolidin-1-yl)methanone